N,N-dimethylaminoethyl-acrylamide CNN(C(C(=C)CC)=O)NC